C1(=CC=CC=C1)NC1=CC2=C(S1)C=CC=C2 N-phenylbenzo[b]thiophen-2-amine